C(C)SC=1C=C(C=NC1C1=NC=2C(=NC=C(C2)C(F)(F)F)N1C)C1(CC1)C#N 1-[5-Ethylsulfanyl-6-[3-methyl-6-(trifluoromethyl)imidazo[4,5-b]pyridin-2-yl]-3-pyridyl]cyclopropanecarbonitrile